CN(C=1N=NN(C1)CC(=O)N1[C@@H](C[C@H](C1)F)C(=O)N[C@@H](C1=CC=CC=C1)C1=CC(=C(C=C1)C(C)C)F)C (2S,4R)-1-{2-[4-(dimethylamino)-1H-1,2,3-triazol-1-yl]acetyl}-4-fluoro-N-[(S)-[3-fluoro-4-(propan-2-yl)phenyl](phenyl)methyl]pyrrolidine-2-carboxamide